N(=[N+]=[N-])OCC[N+](C)(C)C azido-choline